O=C1NC2=C(C(=N[C@@H]1NC(=O)C1=C(N=C3N1N=C(C=C3)OC([2H])([2H])[2H])C3=CC=CC=C3)C3=CC=CC=C3)C=CC=C2 N-[(3S)-2-oxo-5-phenyl-1,3-dihydro-1,4-benzodiazepin-3-yl]-2-phenyl-6-(trideuteriometh-oxy)imidazo[1,2-b]pyridazine-3-carboxamide